C(C1=CC=CC=C1)C(C(=O)O)(C(=O)O)OC[C@H]1O[C@H]([C@@H]([C@@]1(O)C#C)O)N1C2=NC(=NC(=C2N=C1)N[C@@H]1CCC2=CC=CC=C12)Cl 2-benzyl-2-(((2R,3S,4R,5R)-5-(2-chloro-6-(((R)-2,3-dihydro-1H-inden-1-yl)amino)-9H-purin-9-yl)-3-ethynyl-3,4-dihydroxytetrahydrofuran-2-yl)methoxy)-malonic acid